5-(N-(4-Chloro-2-((N-(furan-2-ylmethyl)cyclopropanecarboxamido)methyl)phenyl)-N-ethylsulfamoyl)-1,3-dimethyl-1H-indole ClC1=CC(=C(C=C1)N(S(=O)(=O)C=1C=C2C(=CN(C2=CC1)C)C)CC)CN(C(=O)C1CC1)CC=1OC=CC1